benzene-1,3-dicarboxylate C1(=CC(=CC=C1)C(=O)[O-])C(=O)[O-]